1-[(3,4-Difluorophenyl)methyl]-N-[(6S)-5-oxo-1,4,6,7-tetrahydropyrazolo[3,4-b][1,4]oxazepin-6-yl]imidazol-4-carboxamid FC=1C=C(C=CC1F)CN1C=NC(=C1)C(=O)N[C@@H]1C(NC2=C(OC1)NN=C2)=O